C(C)(C)(C)OC(=O)N1CC(C=CC1)(F)F.ClC=1C=C(C=CC1)C(=O)N1CC(/C(/CC1)=C/C#CC1=CC(=CC=C1)Cl)(C)C (3-chlorophenyl){(4E)-4-[3-(3-chlorophenyl)prop-2-yn-1-ylidene]-3,3-dimethylpiperidin-1-yl}methanone tert-butyl-3,3-difluoro-2,6-dihydropyridine-1-carboxylate